DL-aspartic acid potassium magnesium salt [Mg+2].[K+].N[C@@H](CC(=O)[O-])C(=O)[O-] |r|